1-benzyl-3a-(3-boronopropyl)octahydropyrrolo[3,4-b]pyrrole-4-carboxylic acid C(C1=CC=CC=C1)N1C2C(CC1)(C(NC2)C(=O)O)CCCB(O)O